ClC1=CC=C(C=N1)CNC(=O)C1CN(C(C1)=O)C1=CC=CC=C1 N-[(6-chloropyridin-3-yl)methyl]-5-oxo-1-phenylpyrrolidine-3-carboxamide